phosphoric acid tris(alpha-chloropropyl) ester ClC(CC)OP(OC(CC)Cl)(OC(CC)Cl)=O